C(C)(C)(C)OC(=O)N1CCC(C1)CC1=CC(=C(C=C1)F)Cl 4-(3-chloro-4-fluorobenzyl)pyrrolidine-1-carboxylic acid tert-butyl ester